5-(benzyloxy)-3-(3-chloro-2-fluorobenzyl)-2,3-dihydro-1H-pyrido[2,1-f][1,2,4]triazine-4,6-dione C(C1=CC=CC=C1)OC=1C(C=CN2NCN(C(C21)=O)CC2=C(C(=CC=C2)Cl)F)=O